benzyl (3S,7R)-3-(((benzyloxy)carbonyl)amino)-7-methyl-2,3,4,7-tetrahydro-1H-azepine-1-carboxylate C(C1=CC=CC=C1)OC(=O)N[C@@H]1CN([C@@H](C=CC1)C)C(=O)OCC1=CC=CC=C1